C(C)C(COC(C=1C(C(=O)OCC(CCCC)CC)=CC=CC1)=O)CCCC phthalic acid di(2-ethylhexyl) ester